trans-rac-(3R,4R)-3,4-diaminopyrrolidine-1-carboxylic acid tert-butyl ester C(C)(C)(C)OC(=O)N1C[C@H]([C@@H](C1)N)N |r|